phenylhydrazinedisulfonate C1(=CC=CC=C1)N(NS(=O)(=O)[O-])S(=O)(=O)[O-]